N-(5-cyano-4-((1S,2S)-2-methoxycyclobutoxy)pyridin-2-yl)-7-formyl-6-(((S)-3-methoxy-2-carbonylpyrrolidin-1-yl)methyl)-3,4-dihydro-1,8-naphthyridine-1(2H)-carboxamide C(#N)C=1C(=CC(=NC1)NC(=O)N1CCCC2=CC(=C(N=C12)C=O)CN1C([C@H](CC1)OC)=C=O)O[C@@H]1[C@H](CC1)OC